Br.FC1=C(C=C(C=C1)F)[C@@H]1N(CCC1)C1=NC=2N(C=C1)N=CC2NC(=O)N2C[C@H](CC2)O (S)-N-(5-((R)-2-(2,5-difluorophenyl)pyrrolidin-1-yl)-pyrazolo[1,5-a]pyrimidin-3-yl)-3-hydroxypyrrolidine-1-carboxamide hydrobromide